5-fluoro-2-((1-oxo-7-(trifluoromethylthio)-2,3-dihydro-1H-inden-4-yl)oxy)benzonitrile FC=1C=CC(=C(C#N)C1)OC1=C2CCC(C2=C(C=C1)SC(F)(F)F)=O